C(C)(C)(C)C1=CC=C(N(C(NC(C)(C)C#N)=O)C(C(=O)NC2CCC(CC2)(F)F)C=2C=NC=C(C2)F)C=C1 2-[4-tert-butyl-N-[(1-cyano-1-methyl-ethyl)carbamoyl]anilino]-N-(4,4-difluorocyclohexyl)-2-(5-fluoro-3-pyridyl)acetamide